2-(3-(1-(difluoro(4-methyl-4H-1,2,4-triazol-3-yl)methyl)-3,3-difluorocyclobutyl)phenyl)-6-((3-hydroxy-3-methylazetidin-1-yl)methyl)-4-(trifluoromethyl)isoindolin-1-one FC(C1(CC(C1)(F)F)C=1C=C(C=CC1)N1C(C2=CC(=CC(=C2C1)C(F)(F)F)CN1CC(C1)(C)O)=O)(C1=NN=CN1C)F